tert-butyl 3-{2-[2-(2-methoxyethoxy)ethoxy]ethyl}-octahydropyrrolo[3,2-b]pyridine-1-carboxylate COCCOCCOCCC1CN(C2C1NCCC2)C(=O)OC(C)(C)C